FC(CN1N=NC2=C1C=C(C=C2)C=2C(=CN1N=C(N=C(C12)OC)N[C@H]1C(CN(CC1)C(C)=O)(F)F)F)(C)F (R)-1-(4-((5-(1-(2,2-difluoropropyl)-1H-benzo[d][1,2,3]triazol-6-yl)-6-fluoro-4-methoxypyrrolo[2,1-f][1,2,4]triazin-2-yl)amino)-3,3-difluoropiperidin-1-yl)ethan-1-one